tert-butyl-N-[[4-bromo-3-(difluoromethyl)-7-[4-(trifluoromethoxy)phenyl]benzimidazol-5-yl]methyl]-N-tert-butoxycarbonyl-carbamate C(C)(C)(C)OC(N(C(=O)OC(C)(C)C)CC1=C(C2=C(N=CN2C(F)F)C(=C1)C1=CC=C(C=C1)OC(F)(F)F)Br)=O